Tert-butyl (R)-3-((1-oxo-1,3-dihydroisobenzofuran-5-yl)oxy)azepane-1-carboxylate O=C1OCC2=CC(=CC=C12)O[C@H]1CN(CCCC1)C(=O)OC(C)(C)C